CC([C@@H]1[C@H]([C@@H](C=CO1)O)O)(O)C dimethylglucal